4-(4-(4-Acryloylpiperazin-1-yl)piperidin-1-yl)-6-(1-propyl-1H-pyrazol-4-yl)pyrazolo[1,5-a]pyridine-3-carbonitrile C(C=C)(=O)N1CCN(CC1)C1CCN(CC1)C=1C=2N(C=C(C1)C=1C=NN(C1)CCC)N=CC2C#N